(S)-4-hydroxy-2-oxo-1-pyrrolidineacetamide O[C@H]1CC(N(C1)CC(=O)N)=O